1-(((3S)-1-((3-(4-pyridyloxy)-1-azetidinyl)sulfonyl)-3-piperidinyl)carbonyl)-N-(4-(trifluoromethyl)benzyl)-D-prolinamide N1=CC=C(C=C1)OC1CN(C1)S(=O)(=O)N1C[C@H](CCC1)C(=O)N1[C@H](CCC1)C(=O)NCC1=CC=C(C=C1)C(F)(F)F